2,7-di-tert-butylfluorenylhafnium C(C)(C)(C)C1=C(C=2CC3=CC(=CC=C3C2C=C1)C(C)(C)C)[Hf]